C(C)(C)(C)OC(=O)N1C(CCC1)COC=1C(=C2CC(CC2=CC1)CO)Br 2-[[4-bromo-2-(hydroxymethyl)-2,3-dihydro-1H-inden-5-yl]oxymethyl]pyrrolidine-1-carboxylic acid tert-butyl ester